Ethyl 3-cyclopropyl-1-((3,3-difluorobicyclo[3.1.0]hexan-1-yl)methyl)-4-(trifluoromethyl)-1H-pyrazole-5-carboxylate C1(CC1)C1=NN(C(=C1C(F)(F)F)C(=O)OCC)CC12CC(CC2C1)(F)F